CN1C(C(=C(C2=CC=CC=C12)N1CCC2(CCN(C2)C2=C(C=CC=C2)OC(F)(F)F)CC1)C#N)=O 1-Methyl-2-oxo-4-{2-[2-(trifluoromethoxy)phenyl]-2,8-diazaspiro[4.5]dec-8-yl}-1,2-dihydro-quinoline-3-carbonitrile